(3S,4S)-8-(5-Bromoimidazo[1,5-a]pyrazin-8-yl)-3-methyl-2-oxa-8-azaspiro[4.5]decan-4-amine BrC1=CN=C(C=2N1C=NC2)N2CCC1([C@@H]([C@@H](OC1)C)N)CC2